6-[5-(3-chloropyrazol-1-yl)-3-fluoro-2-pyridyl]-1-(2,2,3,3,3-pentafluoropropyl)-1,7-naphthyridin-2-one ClC1=NN(C=C1)C=1C=C(C(=NC1)C=1C=C2C=CC(N(C2=CN1)CC(C(F)(F)F)(F)F)=O)F